8-(4-fluorophenyl)-6-methyl-3,4-dihydrobenzo[e][1,2,3]oxathiazine 2,2-dioxide FC1=CC=C(C=C1)C1=CC(=CC=2CNS(OC21)(=O)=O)C